FC=1C(=CC=C2C(=NC(=NC12)OC[C@@H]1N(CCC1)C)N1C[C@H]2CC[C@@H](C1)N2C(CC#N)=O)C2=CC=CC1=CC=CC(=C21)C |&1:13| 3-((1R,5S)-3-(8-fluoro-7-(8-methylnaphthalen-1-yl)-2-(((RS)-1-methylpyrrolidin-2-yl)methoxy)quinazolin-4-yl)-3,8-diazabicyclo[3.2.1]octan-8-yl)-3-oxopropanenitrile